N-(2-(5-methylfuran-2-yl)ethyl)-3-((5-phenylpyrimidin-2-yl)amino)benzamide CC1=CC=C(O1)CCNC(C1=CC(=CC=C1)NC1=NC=C(C=N1)C1=CC=CC=C1)=O